Methyl 7-hydroxy-4-(4-methoxybenzyl)-2-methyl-5-oxo-4,5-dihydro-2H-pyrazolo[4,3-b]pyridine-6-carboxylate OC=1C=2C(N(C(C1C(=O)OC)=O)CC1=CC=C(C=C1)OC)=CN(N2)C